BrC1=CC(=C(C(=O)C2CN(CC2)C(=O)OC(C)(C)C)C=C1)F tert-butyl 3-(4-bromo-2-fluorobenzoyl)pyrrolidine-1-carboxylate